[Si](C1=CC=CC=C1)(C1=CC=CC=C1)(C(C)(C)C)OC[C@@H]1O[C@H]([C@H]([C@H]1N1N=NC2=C1N=C(N=C2Cl)SCCC)F)C(OC)OC 3-((2R,3S,4S,5S)-2-(((tert-butyldiphenylsilyl)oxy)methyl)-5-(dimethoxymethyl)-4-fluorotetrahydrofuran-3-yl)-7-chloro-5-(propylsulfanyl)-3H-[1,2,3]triazolo[4,5-d]pyrimidine